C1(CC1)C(=O)NC1=NC=C(C(=O)N)C(=C1)NC1=C(C(=CC=C1)C=1C=NN(C1)[C@H]1CC2(CC2)CC1)OC (R)-6-(cyclopropanecarboxamido)-4-((2-methoxy-3-(1-(spiro[2.4]heptan-5-yl)-1H-pyrazol-4-yl)phenyl)amino)nicotinamide